[rac-(5S,7S)-7-fluoro-5-phenyl-6,7-dihydro-5H-pyrrolo[1,2-b][1,2,4]triazol-2-yl]-[rac-(1S,5S)-3-oxabicyclo[3.1.0]hexan-1-yl]methanone F[C@H]1C[C@H](N2N=C(N=C21)C(=O)[C@@]21COC[C@H]1C2)C2=CC=CC=C2 |r|